6-fluoro-quinazolin-4(3H)-one FC=1C=C2C(NC=NC2=CC1)=O